CC=1C=C(N)C=CC1OCC1=CC=C(C=C1)C(F)(F)F 3-methyl-4-(4-(trifluoromethyl)benzyloxy)aniline